(2'S,6'S)-6-bromo-2'-methyl-6'-(1-methyl-1H-1,2,3-triazol-4-yl)spiro[isochroman-1,4'-piperidine] BrC=1C=C2CCOC3(C[C@@H](N[C@@H](C3)C=3N=NN(C3)C)C)C2=CC1